(S)-5-CHLORO-2,3-DIHYDRO-1H-INDENE-1-CARBONITRILE ClC=1C=C2CC[C@@H](C2=CC1)C#N